pyrene-trisulphonic acid C=1(C(=C(C2=CC=C3C=CC=C4C=CC1C2=C34)S(=O)(=O)O)S(=O)(=O)O)S(=O)(=O)O